CS(=O)(=O)N1CCN(CC1)C=1C=C2C=NN(C2=CC1)C1=CC(=CC(=N1)O)C(F)(F)F 6-(5-(4-(methylsulfonyl)piperazin-1-yl)-1H-indazol-1-yl)-4-(trifluoromethyl)pyridin-2-ol